C(C1=CC=CC=C1)N1C2C(NC(C1=O)=O)C(COC2)N2CCCC2 4-benzyl-8-pyrrolidin-1-yl-1,4a,5,7,8,8a-hexahydropyrano[3,4-b]pyrazine-2,3-dione